(5-fluoro-2-hydroxybenzyl)(methyl)carbamic acid tert-butyl ester C(C)(C)(C)OC(N(C)CC1=C(C=CC(=C1)F)O)=O